ClC1=C(N=C(C=2CN3[C@@H](COC21)CNCC3)NC=3C(=NC=CC3C)C(C)C)C3=C(C=CC=C3O)F (6aR)-4-chloro-3-(2-fluoro-6-hydroxyphenyl)-1-((2-isopropyl-4-methylpyridin-3-yl)amino)-6a,7,9,10-tetrahydro-12H-pyrazino[2,1-c]pyrido[3,4-f][1,4]oxazepin